5-((1-(2-methyl-4-(4-Methylpiperazin-1-yl)phenyl)-1H-imidazol-4-yl)amino)pyrazine-2-carbonitrile CC1=C(C=CC(=C1)N1CCN(CC1)C)N1C=NC(=C1)NC=1N=CC(=NC1)C#N